COC=1C=C2C=CC(C2=CC1OC)=O 5,6-dimethoxy-1-indenone